C(C=C)[Ge](Cl)(Cl)Cl allyl-trichlorogermane